C(CCCC)C=1C=C(C=C(O)C1)O 5-n-pentyl-resorcinol